1-(2-(3-chloro-4-(trifluoromethyl)benzyl)-2,8-diazaspiro[4.5]decane-8-carbonyl)-1H-pyrazole-3-carboxylic acid ClC=1C=C(CN2CC3(CC2)CCN(CC3)C(=O)N3N=C(C=C3)C(=O)O)C=CC1C(F)(F)F